COC1=CC=C2C(=N1)CC1(CCNCC1)C2 2-methoxy-spiro[5,7-dihydrocyclopenta[b]pyridine-6,4'-piperidine]